OCC1=CC2=CC=CC=C2C=C1CO 2,3-bis(hydroxymethyl)naphthalene